ClC1=NC(=CC(=C1)C=1C(=NN2C1N=C(C=C2)N[C@H]2[C@H](CC2)O)C=2C=C(C#N)C=CC2)C 3-[3-(2-Chloro-6-methyl-4-pyridyl)-5-[[(1R,2S)-2-hydroxycyclobutyl]amino]pyrazolo[1,5-a]pyrimidin-2-yl]benzonitrile